2-(2-Chlorophenyl)-N-[4-(4-isopropyl-1H-pyrazol-1-yl)-3-sulfamoylphenyl]acetamide methyl-3-(2-pyrimidin-2-ylethynyl)benzoate COC(C1=CC(=CC=C1)C#CC1=NC=CC=N1)=O.ClC1=C(C=CC=C1)CC(=O)NC1=CC(=C(C=C1)N1N=CC(=C1)C(C)C)S(N)(=O)=O